BrC=1N=C(N(C1Br)C)C(C)=O 1-(4,5-dibromo-1-methyl-1H-imidazol-2-yl)ethan-1-one